(3S,4S)-8-(2-((2-chloro-3-(1-isopropyl-1H-pyrazole-3-yl)phenyl)mercapto)pteridine-6-yl)-3-methyl-2-oxa-8-azaspiro[4.5]decane-4-amine ClC1=C(C=CC=C1C1=NN(C=C1)C(C)C)SC1=NC2=NC=C(N=C2C=N1)N1CCC2([C@@H]([C@@H](OC2)C)N)CC1